6-[[4-[[(1S)-2-hydroxy-1-phenyl-ethyl]amino]-5-methylsulfonyl-pyrimidin-2-yl]amino]-3,4-dihydro-2H-isoquinolin-1-one OC[C@H](C1=CC=CC=C1)NC1=NC(=NC=C1S(=O)(=O)C)NC=1C=C2CCNC(C2=CC1)=O